(R)-tert-butyl (R)-2-(((5-(2-aminoimidazo[1,2-a]pyridin-6-yl)-1-methyl-1H-pyrazol-4-yl)oxy)methyl)azetidine-1-carboxylate NC=1N=C2N(C=C(C=C2)C2=C(C=NN2C)OC[C@@H]2N(CC2)C(=O)OC(C)(C)C)C1